N[C@H]([C@@H](CN(S(=O)(=O)C1=CC=C(C=C1)[N+](=O)[O-])C1CC1)O)CC1=CC=CC=C1 N-((2R,3S)-3-amino-2-hydroxy-4-phenylbutyl)-N-cyclopropyl-4-nitrobenzenesulfonamide